2,5-difluoro-N-(5-chlorothiazol-2-yl)-benzenesulfonamide FC1=C(C=C(C=C1)F)S(=O)(=O)NC=1SC(=CN1)Cl